2,4-dimethyl-5H,6H,7H-pyrrolo[3,4-B]pyridine CC1=CC(=C2C(=N1)CNC2)C